1-(exo-3-((4-((3-Methyl-4-((1-methyl-1H-benzo[d]imidazol-5-yl)-oxy)phenyl)amino)pyrido[3,4-d]pyrimidin-6-yl)oxy)-8-azabicyclo[3.2.1]octan-8-yl)prop-2-en-1-one CC=1C=C(C=CC1OC1=CC2=C(N(C=N2)C)C=C1)NC=1C2=C(N=CN1)C=NC(=C2)OC2CC1CCC(C2)N1C(C=C)=O